CC1=CC=C(C=N1)CC1=CC=C(C(=O)OC)C=C1 methyl 4-((6-methylpyridin-3-yl)methyl)benzoate